2-oxa-5-azaspiro[3.4]octane-5-carbonitrile C1OCC12N(CCC2)C#N